ClC1=CC=C(S1)CNC1=CC(=NN1C(C(C)(C)C)=O)C1CCN(CC1)C(=O)N(C)C 4-(5-{[(5-chlorothiophen-2-yl)methyl]amino}-1-(2,2-dimethylpropanoyl)-1H-pyrazol-3-yl)-N,N-dimethylpiperidine-1-carboxamide